[Zn].[Mg].[Na] sodium-magnesium-zinc